N-(4-(4-amino-1-((5-methyl-1-(1H-1,2,4-triazole-1-carbonyl)piperidin-2-yl)methyl)-1H-pyrazolo[3,4-d]pyrimidin-3-yl)benzyl)-5-fluoro-2-methoxybenzamide NC1=C2C(=NC=N1)N(N=C2C2=CC=C(CNC(C1=C(C=CC(=C1)F)OC)=O)C=C2)CC2N(CC(CC2)C)C(=O)N2N=CN=C2